C(C1=CC=CC=C1)OC=1C(=CC=2N=CN=C(C2N1)O)Br 6-(benzyloxy)-7-bromopyrido[3,2-d]pyrimidin-4-ol